C(C)(=O)O[C@H](C)[C@H](C)O |r| (2R,3S) and (2S,3R)-3-hydroxybut-2-yl acetate